4-(4-vinylbenzyloxy)-4'-(bromoethyl)benzophenone C(=C)C1=CC=C(COC2=CC=C(C(=O)C3=CC=C(C=C3)CCBr)C=C2)C=C1